tert-Butyl (S)-2-((S)-2-((((9H-fluoren-9-yl)methoxy)carbonyl)amino)-6-diazo-5-oxohexanamido)-6-diazo-5-oxohexanoate C1=CC=CC=2C3=CC=CC=C3C(C12)COC(=O)N[C@H](C(=O)N[C@H](C(=O)OC(C)(C)C)CCC(C=[N+]=[N-])=O)CCC(C=[N+]=[N-])=O